C(C=CC(=O)NN)(=O)NN butenedihydrazide